2,4-Diamino-6-hydroxymethyl-pteridine NC1=NC2=NC=C(N=C2C(=N1)N)CO